5-(1-methylsulfonylcyclopropyl)-1,3,4-oxadiazole-2-carboxylic acid CS(=O)(=O)C1(CC1)C1=NN=C(O1)C(=O)O